O1CCN(CC1)CC1=CC=C(C=C1)C=1C(=NOC1)C(=O)N 4-(4-(morpholinomethyl)phenyl)isoxazole-3-carboxamide